(+/-)-{2-[3,5-difluoro-4-({3-[1-(propan-2-yl)-3-(trifluoromethyl)-1H-pyrazol-5-yl]-1H-pyrrolo[2,3-b]pyridin-4-yl}oxy)anilino]-5-fluoro-5,6-dihydro-4H-1,3-oxazin-5-yl}methanol FC=1C=C(NC=2OC[C@](CN2)(F)CO)C=C(C1OC1=C2C(=NC=C1)NC=C2C2=CC(=NN2C(C)C)C(F)(F)F)F |r|